(R)-4-((4-aminobicyclo[2.2.2]oct-1-yl)amino)-6-chloro-N-(2-fluoro-3-hydroxy-3-methylbutyl)nicotinamide hydrochloride Cl.NC12CCC(CC1)(CC2)NC2=CC(=NC=C2C(=O)NC[C@H](C(C)(C)O)F)Cl